C(C)(C)OC(=O)C=1C(=C2C(=NC1)NC=C2)NC2CCC(CC2)CS(NC)(=O)=O.C2(CCCCC2)P(C=2[C-](C=CC2)C(C)P(C2CCCCC2)C2CCCCC2)C2CCCCC2.[CH-]2C=CC=C2.[Fe+2] 1-[(S)-2-(dicyclohexylphosphino)ferrocenyl]ethyldicyclohexylphosphine isopropyl-4-(((1R,4R)-4-((N-methylsulfamoyl)methyl)cyclohexyl)amino)-1H-pyrrolo[2,3-b]pyridine-5-carboxylate